BrC1=C(C=C(OC2=C(C#N)C=CC=C2)C=C1)C=O (4-bromo-3-formylphenoxy)benzonitrile